1-((2S,4S)-2-((6-chloro-1H-pyrazolo[3,4-d]pyrimidin-1-yl)methyl)-4-fluoropyrrolidin-1-yl)ethan-1-one ClC1=NC=C2C(=N1)N(N=C2)C[C@H]2N(C[C@H](C2)F)C(C)=O